2-(Tert-butyl) 3-ethyl (1S,3S,5R)-5-formyl-2-azabicyclo[3.1.0]hexane-2,3-dicarboxylate C(=O)[C@@]12C[C@H](N([C@H]2C1)C(=O)OC(C)(C)C)C(=O)OCC